4-methoxy-6-(4-(2-oxoethyl)-1H-pyrazol-1-yl)pyridine-3-carbonitrile COC1=C(C=NC(=C1)N1N=CC(=C1)CC=O)C#N